C1(=CC=C(C=C1)C1=C(C=CC=2C3=CC=CC=C3C(C12)(C)C)NC1=CC=C(C=C1)C=1C=CC=2N(C3=CC=CC=C3C2C1)C1=CC=CC=C1)C1=CC=CC=C1 (1,1'-biphenyl-4-yl)-N-[4-(9-phenyl-9H-carbazol-3-yl)phenyl]-9,9-dimethyl-9H-fluoren-2-amine